FC1=C(C=CC=C1S(=O)(=O)C)NC1=NC=C(C(=N1)C1=CNC2=C(C=CC=C12)NC([C@H](COC)N1CCN(CC1)C)=O)C (S)-N-(3-(2-((2-fluoro-3-(methylsulfonyl)phenyl)amino)-5-methylpyrimidin-4-yl)-1H-indol-7-yl)-3-methoxy-2-(4-methylpiperazin-1-yl)propionamide